2-((4-(6-amino-5-(isopropylcarbamoyl)pyridin-3-yl)-3-methylphenyl)(hydroxy)amino)-1-(3,5-difluorophenyl)-2-oxoethyl acetate C(C)(=O)OC(C(=O)N(O)C1=CC(=C(C=C1)C=1C=NC(=C(C1)C(NC(C)C)=O)N)C)C1=CC(=CC(=C1)F)F